C(C)C1=CC=C(C=C1)S(=O)(=O)O 4-ethylbenzenesulphonic acid